C(C1=CC=CC=C1)N1N=C(C=C1)S(NC(NC1=C2CCCC2=CC=2CCCC12)=O)(=O)=O 1-Benzyl-3-(N-((1,2,3,5,6,7-hexahydro-s-indacen-4-yl)carbamoyl)sulfamoyl)-1H-pyrazole